4,5'-bis(9-carbazolyl)-2,2'-dimethyl-biphenyl C1=CC=CC=2C3=CC=CC=C3N(C12)C1=CC(=C(C=C1)C1=C(C=CC(=C1)N1C2=CC=CC=C2C=2C=CC=CC12)C)C